9H-carbazole-3-nitrile C1=CC(=CC=2C3=CC=CC=C3NC12)C#N